lithium-nickel-zinc-oxide [O-2].[Zn+2].[Ni+2].[Li+]